palmitoyl-L-valine C(CCCCCCCCCCCCCCC)(=O)N[C@@H](C(C)C)C(=O)O